C(C=C)OC(CN1C=NC=C1)C1=C(C=C(C=C1)Cl)Cl 1-[2-(allyloxy)-2-(2,4-dichlorophenyl)ethyl]-1H-imidazole